O=C1N[C@H]2[C@@H](N1)CS[C@H]2CCCCC(=O)NCCCCC(=O)O 5-(5-((3aS,4S,6aR)-2-oxohexahydro-1H-thieno[3,4-d]imidazol-4-yl)pentanamido)pentanoic acid